NC=1OC2=C(C=NC=C2N2CC(CCC2)(F)C(=O)N2[C@H](C3=C(C=C(C=C3CC2)Cl)Cl)C)N1 (1-(2-aminooxazolo[4,5-c]pyridin-7-yl)-3-fluoropiperidin-3-yl)((S)-6,8-dichloro-1-methyl-3,4-dihydroisoquinolin-2(1H)-yl)methanone